4-methoxyphenyl-hydroxymethylsulfinic acid-sodium salt [Na+].COC1=CC=C(C=C1)C(O)S(=O)[O-]